C=CC=CC.[B] boron pentadiene